6-(4-chlorobenzyl)-N4-(5-methyl-1H-pyrazol-3-yl)-1-(tetrahydro-2H-pyran-2-yl)-1H-pyrazolo[3,4-d]Pyrimidine-4,6-diamine ClC1=CC=C(CC2(N=C(C=3C(=N2)N(NC3)C3OCCCC3)NC3=NNC(=C3)C)N)C=C1